FC(C(=O)N1[C@@H](C=2NC3=CC=CC=C3C2C[C@H]1C)C1=C(C=C(C=C1)OCCN1CC(C1)CF)F)(C)C 2-fluoro-1-[(1R,3R)-1-[2-fluoro-4-[2-[3-(fluoromethyl)azetidin-1-yl]ethoxy]phenyl]-3-methyl-1,3,4,9-tetrahydropyrido[3,4-b]indol-2-yl]-2-methyl-propan-1-one